Cl.NC1=C(C(=NC=N1)NC1=CC(=C2N(C1=O)C1(NC2=O)CCCCC1)Cl)OC 6'-((6-amino-5-methoxypyrimidin-4-yl)amino)-8'-chloro-2'H-spiro[cyclohexane-1,3'-imidazo[1,5-a]pyridine]-1',5'-dione hydrochloride